4,8,12-trimethyldotriacontane CC(CCC)CCCC(CCCC(CCCCCCCCCCCCCCCCCCCC)C)C